COC1=C(C(=CC=C1)OC)S(=O)(=O)NC1=NOC2=C1C(=C1CCC(C1=C2)N2N=CC=C2)OC 2,6-dimethoxy-N-(4-methoxy-7-(1H-pyrazol-1-yl)-6,7-dihydro-5H-indeno[5,6-d]isoxazol-3-yl)benzenesulfonamide